C(CCCCCCCCCCCCCCCCCCC)N(C)C n-eicosyl-dimethylamine